N-((2-morpholino-6-((4-(trifluoromethyl)phenyl)amino)pyrimidin-4-yl)methyl)picolinamide O1CCN(CC1)C1=NC(=CC(=N1)CNC(C1=NC=CC=C1)=O)NC1=CC=C(C=C1)C(F)(F)F